Methyl N-allyl-N-(2-((S)-5-oxo-1-(2,3,5-trifluorobenzyl)pyrrolidin-2-yl)acetyl)-L-valinate C(C=C)N([C@@H](C(C)C)C(=O)OC)C(C[C@H]1N(C(CC1)=O)CC1=C(C(=CC(=C1)F)F)F)=O